NC1=C(C2=NC3=C(C=CC=C3OC2=CC1=O)C(=O)O)C(=O)O 2-amino-3-oxo-3H-phenoxazine-1,9-dicarboxylic acid